C(C)(=O)OC1(CC1)C=1C(=NC(=CC1)C=1C=NN2C1C=CC(=C2)OC=2N=NC(=CC2)C)F [1-[2-fluoro-6-[6-(6-methylpyridazin-3-yl)oxypyrazolo[1,5-a]pyridin-3-yl]pyridin-3-yl] cyclopropyl] acetate